CC=1N=CC2=C(N1)N(C(C=C2)=O)C2CCOCC2 methyl-8-tetrahydro-2H-pyran-4-yl-pyrido[2,3-d]pyrimidin-7(8H)-one